1,4-diethyl-1,5-pentanediol C(C)C(CCC(CO)CC)O